BrC1=C(\C=N/O)C(=CC=C1OC)[N+](=O)[O-] (Z)-2-bromo-3-methoxy-6-nitrobenzaldehyde oxime